racemic-2-((1S,2S)-2-(tert-butyl)cyclopropyl)-4,4,5,5-tetramethyl-1,3,2-dioxa-borolane C(C)(C)(C)[C@@H]1[C@H](C1)B1OC(C(O1)(C)C)(C)C |r|